ClC=1C=C(C=CC1F)NS(=O)(=O)C1=CC=C(C=C1)NC(C1=CC(=CC=C1)[N+](=O)[O-])=O N-(4-(N-(3-chloro-4-fluorophenyl)sulfamoyl)phenyl)-3-nitrobenzamide